5-(6-methoxypyridazin-4-yl)-2-{6-[(3S)-3-{[(1s,3s)-3-fluorocyclobutyl]amino}pyrrolidin-1-yl]pyridazin-3-yl}phenol COC1=CC(=CN=N1)C=1C=CC(=C(C1)O)C=1N=NC(=CC1)N1C[C@H](CC1)NC1CC(C1)F